1-((1-Hydroxycycloheptyl)methyl)-5-methyl-1H-pyrrole-2-carbonitrile OC1(CCCCCC1)CN1C(=CC=C1C)C#N